P(=O)(O)(O)O[C@H]1[C@H]([C@@H](O[C@@H]1CO)N1C(=O)NC(=O)C=C1)OCCCCCCCCCCCCCCCC 2'-O-hexadecyl-uridine-3'-phosphate